3-(propan-2-yl)oxetan CC(C)C1COC1